4-bromo-3-ethyl-3-methyl-1H-pyrrolo[2,3-b]pyridin-2-one BrC1=C2C(=NC=C1)NC(C2(C)CC)=O